5-(3-(piperidin-1-yl)phenyl)imidazolidin-2-one N1(CCCCC1)C=1C=C(C=CC1)C1CNC(N1)=O